4,5-dichloro-3,3-dimethylvaleryl chloride ClC(C(CC(=O)Cl)(C)C)CCl